CN(CCNC)CCNC N,N'-dimethyl-N-[2-(methylamino)ethyl]ethane-1,2-diamine